[Pt](Cl)Cl trans-platinum (II) dichloride